FC1=C(C(=O)NC2=NC=C(C=C2)F)C=C(C=C1F)C=1C=NC=C(C1)F 2,3-Difluoro-N-(5-fluoropyridin-2-yl)-5-(5-fluoropyridin-3-yl)benzamide